C1N(CCC2=CC=CC=C12)C1CC(CC1O)NC(OC(C)(C)C)=O tert-butyl (3-(3,4-dihydroisoquinolin-2(1H)-yl)-4-hydroxycyclopentyl)carbamate